N-(6-(difluoromethyl)pyridin-2-yl)-6-isopropoxy-2-(tetrahydro-2H-pyran-2-yl)-2H-pyrazolo[3,4-b]pyridine-5-carboxamide FC(C1=CC=CC(=N1)NC(=O)C1=CC=2C(N=C1OC(C)C)=NN(C2)C2OCCCC2)F